(S)-10-((5-Chloro-2-((S)-3-methylpyrrolidin-1-yl)pyrimidin-4-yl)amino)-2-cyclopropyl-3,3-difluoro-7-methyl-1,2,3,4-tetrahydro-[1,4]oxazepino[2,3-c]chinolin-6(7H)-on ClC=1C(=NC(=NC1)N1C[C@H](CC1)C)NC1=CC=2C3=C(C(N(C2C=C1)C)=O)OCC([C@@H](N3)C3CC3)(F)F